7-chloro-5-(5-(piperazine-1-carbonyl)pyridin-2-yl)benzofuran ClC1=CC(=CC=2C=COC21)C2=NC=C(C=C2)C(=O)N2CCNCC2